carbon lead-zinc [Zn].[Pb].[C]